O1C(CCCC1)OCCN1C(=CC2=CC=CC=C12)C(=O)O 1-(2-((tetrahydro-2H-pyran-2-yl)oxy)ethyl)-1H-indole-2-carboxylic acid